5-(3-Aminopropoxy)-2-[4-[4-(3-Aminopropoxy)-2-hydroxy-phenyl]-6-(4-methoxyphenyl)-1,3,5-triazin-2-yl]phenol bis-hydrochloride Cl.Cl.NCCCOC=1C=CC(=C(C1)O)C1=NC(=NC(=N1)C1=C(C=C(C=C1)OCCCN)O)C1=CC=C(C=C1)OC